FC1(COC12CCC(CC2)NC(=O)C2C[C@H]1CC[C@@H](C2)N1C(=O)C1=NNC(=C1)C1=CC(=NC=C1F)OC)F (1R,3s,5S)-N-(3,3-difluoro-1-oxaspiro[3.5]nonan-7-yl)-8-(5-(5-fluoro-2-methoxypyridin-4-yl)-1H-pyrazole-3-carbonyl)-8-azabicyclo[3.2.1]octane-3-carboxamide